ClC=1C=CC(=C(C1)C1=NN2C(CN(CC2)C(C=C)=O)=C1C1=C2C(=NC=C1)NC=C2C)F 1-[2-(5-chloro-2-fluorophenyl)-3-(3-methyl-1H-pyrrolo[2,3-b]pyridin-4-yl)-6,7-dihydropyrazolo[1,5-a]pyrazin-5(4H)-yl]prop-2-en-1-one